NC1=CC=C(C)C=C1 para-monoaminotoluene